1-(3-hydroxy-1H-pyrazol-1-yl)ethan-1-one OC1=NN(C=C1)C(C)=O